BrC1=CC(=C(C=C1)CCC(C)=O)OC 4-(4-bromo-2-methoxy-phenyl)-butan-2-one